[I-].CC(C)(OC(=O)NCC(OC(=O)OC(C)[N+]1=C(N(C=C1)CC1CCC=2N(C3=CC=CC=C3C2C1=O)C)C)C)C 3-[1-[[[2-[[(1,1-dimethylethoxy)carbonyl]amino]-1-methylethoxy]carbonyl]oxy]ethyl]-2-methyl-1-[(2,3,4,9-tetrahydro-9-methyl-4-oxo-1H-carbazol-3-yl)methyl]-1H-imidazolium iodide